C12(CC(C1)C2)N2C[C@H](NS(C1=C2C=C(C(=C1)OC)Br)(=O)=O)C1CCCCC1 (R)-5-(bicyclo[1.1.1]pentan-1-yl)-7-bromo-3-cyclohexyl-8-methoxy-2,3,4,5-tetrahydrobenzo[f][1,2,5]thiadiazepine 1,1-dioxide